(4-(1-(3-fluorobenzyl)-1H-benzo[d]imidazol-2-yl)piperidin-1-yl)(3-(6-(hydroxymethyl)pyridin-3-yl)-1-methyl-1H-indazol-6-yl)methanone FC=1C=C(CN2C(=NC3=C2C=CC=C3)C3CCN(CC3)C(=O)C3=CC=C2C(=NN(C2=C3)C)C=3C=NC(=CC3)CO)C=CC1